CC=1C=CC2=C(C(=CO2)N2C(NC(CC2)=O)=O)C1 1-(5-methylbenzofuran-3-yl)dihydropyrimidine-2,4(1H,3H)-dione